(2R)-2,3-dihydroxypropyl-3-hydroxy-2-tetradecyl octadecanoate C(CCCCCCCCCCCCCCCCC)(=O)O[C@H](C)C(CCCCCCCCCCCCC(CO)O)O